(3-pyridyl)-3-(2-quinolyl)-2-propen-1-one N1=CC(=CC=C1)C(C=CC1=NC2=CC=CC=C2C=C1)=O